FC(C(=O)O)(F)F.NC=1SC(=CN1)C[C@@H]1[C@H](N(C1=O)C(NC(C1=CC=CC=C1)C1=CC=CC=C1)=O)C(=O)O (2S,3R)-3-[(2-amino-1,3-thiazol-5-yl)methyl]-1-[(diphenylmethyl)carbamoyl]-4-oxoazetidine-2-carboxylic acid trifluoroacetate